C(C)(C)(C)C1=CC=C(C=C1)N(C(=O)[C@@H]1N(C[C@](C1)(C)O)C(=O)OC(C)(C)C)C(C(=O)NC1CCC(CC1)(F)F)C1=NC=CN=C1 tert-butyl (2R,4R)-2-[(4-tert-butylphenyl)-[2-[(4,4-difluorocyclohexyl)amino]-2-oxo-1-pyrazin-2-yl-ethyl]carbamoyl]-4-hydroxy-4-methyl-pyrrolidine-1-carboxylate